CN(C(C1=C(N=CC(=C1)C(F)(F)F)NC1=NC(=NS1)C=1C=C2C(=CN1)N(C(C2)(C)C)C)=O)C N,N-dimethyl-5-(trifluoromethyl)-2-(3-(1,2,2-trimethyl-2,3-dihydro-1H-pyrrolo[2,3-c]pyridin-5-yl)-1,2,4-thiadiazol-5-ylamino)nicotinamide